5-((3-(2,3-dichlorophenyl)-3,6-diazabicyclo[3.1.1]heptane-6-yl)methyl)-2-(2,6-dioxopiperidin-3-yl)isoindoline-1,3-dione ClC1=C(C=CC=C1Cl)N1CC2N(C(C1)C2)CC=2C=C1C(N(C(C1=CC2)=O)C2C(NC(CC2)=O)=O)=O